ClC1=NC(=NN2C1=C(C(=C2)C=2C=NC=CC2)C2=CC=CC=C2)C=2N(C=CN2)C 4-Chloro-2-(1-methyl-1H-imidazol-2-yl)-5-phenyl-6-(pyridin-3-yl)pyrrolo[2,1-f][1,2,4]triazine